C(C1CO1)OC(CC)[Si](OCC)(OCC)C α-glycidoxypropylmethyl-diethoxysilane